C(C)(C)(C)N1CCC(CC1)N1N=NC(=C1)[C@H](C=1C(=NC(=CC1)Cl)C)NC=1C=C2C(=C(C=NC2=C(C1)Cl)C#N)NC1=CC(=C(C=C1)F)Cl (S)-6-(((1-(1-(tert-butyl)piperidin-4-yl)-1H-1,2,3-triazol-4-yl)(6-chloro-2-methylpyridin-3-yl)methyl)amino)-8-chloro-4-((3-chloro-4-fluorophenyl)amino)quinoline-3-carbonitrile